5-Bromo-3-chloro-N-(5-chloro-2-hydroxy-3-(N-methylsulfamoyl)phenyl)-2-hydroxybenzenesulfonamide BrC=1C=C(C(=C(C1)S(=O)(=O)NC1=C(C(=CC(=C1)Cl)S(NC)(=O)=O)O)O)Cl